ClCCN(C1=CC=CC=C1)CCCl N,N-bis(2-chloroethyl)aniline